4-(3'-phenyl-4'-hydroxyphenyl)-2,3-naphthyridine C1(=CC=CC=C1)C=1C=C(C=CC1O)C1=NN=CC2=CC=CC=C12